N-((7-(5-(difluoromethyl)-1,3,4-oxadiazol-2-yl)imidazo[1,2-a]pyridin-2-yl)methyl)-N-phenyl-1-(pyridin-2-yl)piperidine-4-carboxamide FC(C1=NN=C(O1)C1=CC=2N(C=C1)C=C(N2)CN(C(=O)C2CCN(CC2)C2=NC=CC=C2)C2=CC=CC=C2)F